C(C)OC(=O)C=1N=NN(C1)C1=C(C=C(C(=C1)Cl)OC)F.CC1=CC=C(C=C1)C1=NC(=CN1C)C1=CC(=C(C=C1)OC)OC (R)-2-(4-methylphenyl)-3-methyl-5-(3,4-dimethoxyphenyl)imidazole ethyl-1-(5-chloro-2-fluoro-4-methoxyphenyl)-1H-1,2,3-triazole-4-carboxylate